1-amino-3-(2-(trifluoromethyl)-10H-phenothiazin-10-yl)propan-2-ol NCC(CN1C2=CC=CC=C2SC=2C=CC(=CC12)C(F)(F)F)O